S1C=C(C=C1)C1OCCO1 2-(3-thienyl)-1,3-dioxolane